8-(2,4-dichlorophenyl)-9-(4-(4-(dimethoxymethyl)piperidin-1-yl)-2,6-difluorophenyl)-6,7-dihydro-5H-benzo[7]annulene-3-carboxylic acid ClC1=C(C=CC(=C1)Cl)C=1CCCC2=C(C1C1=C(C=C(C=C1F)N1CCC(CC1)C(OC)OC)F)C=CC(=C2)C(=O)O